FC=1C=C(OCC=2N=C3N(C=C(C=N3)C3=C(C=C(C#N)C=C3)OC)C2)C=CC1 4-[2-[(3-fluorophenoxy)methyl]imidazo[1,2-a]pyrimidin-6-yl]-3-methoxy-benzonitrile